2',3,5'-trichloro-4-((3,5-difluoropyridin-2-yl)methoxy)-6-methyl-2H-[1,4'-bipyridin]-2-one ClC1=NC=C(C(=C1)N1C(C(=C(C=C1C)OCC1=NC=C(C=C1F)F)Cl)=O)Cl